O=C1NC2(CN1)CN(CC2)C(=O)OC(C)(C)C tert-butyl 2-oxo-1,3,7-triazaspiro[4.4]nonane-7-carboxylate